N-{4-[2-amino-5-(1-ethyl-1H-pyrazol-4-yl)pyridin-3-yl]-3-fluorophenyl}-5-(4-methylphenyl)-4-oxo-1-(tetrahydro-2H-pyran-4-ylmethyl)-1,4-dihydropyridine-3-carboxamide NC1=NC=C(C=C1C1=C(C=C(C=C1)NC(=O)C1=CN(C=C(C1=O)C1=CC=C(C=C1)C)CC1CCOCC1)F)C=1C=NN(C1)CC